CC1(NC(C2=CC=C(C=C12)NC1=NC=CC(=N1)N[C@H](CO)C1=CC=C(C=C1)F)=O)C (S)-2-((3,3-dimethyl-1-oxoisoindolin-5-yl)amino)-4-((1-(4-fluorophenyl)-2-hydroxyethyl)amino)pyrimidine